3-(4-hydroxyphenyl)-1,1,3-trimethyl-2H-inden-5-ol OC1=CC=C(C=C1)C1(CC(C2=CC=C(C=C12)O)(C)C)C